8-(bromomethyl)-2-(4,4-dimethyl-1-piperidinyl)-6-methyl-chromen-4-one BrCC=1C=C(C=C2C(C=C(OC12)N1CCC(CC1)(C)C)=O)C